6-bromo-2-[3-(3,4-dihydro-1H-isoquinolin-2-yl)-2-hydroxy-1-methyl-propyl]-3,4-dihydroisoquinolin-1-one BrC=1C=C2CCN(C(C2=CC1)=O)C(C(CN1CC2=CC=CC=C2CC1)O)C